C(C)C1=NC(=CC=C1N1C[C@H](C[C@@H](C1)F)CC(=O)OC)C=1N=NN(C1COC1OCCCC1)C Trans-methyl 2-(1-(2-ethyl-6-(1-methyl-5-(((tetrahydro-2H-pyran-2-yl)oxy)methyl)-1H-1,2,3-triazol-4-yl)pyridin-3-yl)-5-fluoropiperidin-3-yl)acetate